5-methyl-N2-(3,4-methylenedioxy)phenyl-N4-(2-oxo-2,3-dihydro-1,3-benzoxazol-5-yl)-2,4-pyrimidinediamine CC=1C=CC=C(C1)C=1C2(N(C(=NC1)N)OCO2)NC=2C=CC1=C(NC(O1)=O)C2